ClC=1C=NC=C(C1[C@@H](C)OC=1C=C2C(=NNC2=CC1)C=1C=NC(=NC1)N1CC2(CN(C2)S(=O)(=O)CC)C1)Cl 5-[(1R)-1-(3,5-dichloro-4-pyridyl)ethoxy]-3-[2-(2-ethylsulfonyl-2,6-diazaspiro[3.3]heptan-6-yl)pyrimidin-5-yl]-1H-indazole